CC(CC)C=1C=2N(N=CC1NC(=O)NC=1C=NC=C(C1)C#N)C=C(N2)Cl N-(8-(butan-2-yl)-2-chloroimidazo[1,2-b]pyridazin-7-yl)-N'-(5-cyanopyridin-3-yl)urea